CC[C@H]([C@H](CCCC)O)O (3R,4S)-octane-3,4-diol